1-[6-(furan-2-yl)-2-methanesulfonyl-5-(pyridin-4-yl)pyrimidin-4-yl]-5-methoxy-1,2,3-benzotriazole O1C(=CC=C1)C1=C(C(=NC(=N1)S(=O)(=O)C)N1N=NC2=C1C=CC(=C2)OC)C2=CC=NC=C2